N-(1-NAPHTHYL)-MALEIMIDE C1(=CC=CC2=CC=CC=C12)N1C(C=CC1=O)=O